N,N-dimethyl-1-propanaminium Trifluoroacetate FC(C(=O)[O-])(F)F.C[NH+](CCC)C